[Na].CC(CCC1=NN=C(S1)NS(=O)=O)C N-[5-(3-methylbutyl)-1,3,4-thiadiazol-2-yl]sulfonamide sodium